COC1=C(C=CC(=C1)OC)C=1OC2=CC(=CC(=C2C(C1O)=O)OC)OC 2-(2,4-dimethoxyphenyl)-3-hydroxy-5,7-dimethoxy-4H-chromen-4-one